FC(C(=O)O)(F)F.FC=1C=C(C(=O)NCC2CCC(CC2)N2N=C3C=C(C=CC3=C2)C=2C=NN3C2C=CC=C3)C=C(C1O)F 3,5-difluoro-4-hydroxy-N-({(1r,4r)-4-[6-(pyrazolo[1,5-a]pyridin-3-yl)-2H-indazol-2-yl]cyclohexyl}methyl)benzamide, trifluoroacetate salt